C(CCC)OCCCC[Mg] butoxybutyl-magnesium